5-chloro-N-(N-benzoyl-4,5-dihydro-1H-imidazol-2-yl)-2,1,3-benzothiadiazol-4-amine ClC1=C(C=2C(=NSN2)C=C1)NC=1N(CCN1)C(C1=CC=CC=C1)=O